COC1=C(C(=CC=C1)OC)S(=O)(=O)NC1=NOC2=C1C[C@H](C1=CC=C(C=C12)OC)C |r| rac-2,6-dimethoxy-N-(8-methoxy-5-methyl-4,5-dihydronaphtho[2,1-d]isoxazol-3-yl)benzenesulfonamide